CN(C(OC1=CC2=C(CN(C(O2)=O)CC2=C(C(=CC=C2)NS(NC)(=O)=O)F)C=C1Cl)=O)C 6-chloro-3-(2-fluoro-3-((N-methylsulfamoyl)amino)benzyl)-2-oxo-3,4-dihydro-2H-benzo[e][1,3]oxazin-7-yl dimethylcarbamate